O[C@H]1CC[C@@H]2C(C[C@H]3[C@@H]4CC[C@H]([C@@H](CCC(C)C)C)[C@]4(CC[C@@H]3[C@]2(C1)C)C)=O 2α-hydroxy-24,24-dimethyl-5α-cholan-6-one